NC1=C2N=CN(C2=NC(=N1)F)[C@H]1C[C@@H]([C@@](O1)(C#C)CO[P@](=O)(OC1=CC=CC=C1)N[C@@H](C)C(=O)OCCCCCCCCCCCCCCCCCC)O Octadecyl ((S)-(((2R,3S,5R)-5-(6-amino-2-fluoro-9H-purin-9-yl)-2-ethynyl-3-hydroxytetrahydrofuran-2-yl) methoxy)(phenoxy)phosphoryl)-L-alaninate